BrC=1C=NC(=NC1)NC1CNCC1 3-((5-bromopyrimidin-2-yl)amino)pyrrolidine